((4-chlorophenyl)ethynyl)trimethylsilane ClC1=CC=C(C=C1)C#C[Si](C)(C)C